C(CCCCC)P([O-])(=O)CC.C(CCCCC)P([O-])(=O)CC.C(CCCCC)P([O-])(=O)CC.[Fe+3] ferric tris(hexylethyl-phosphinate)